6-[(4-chlorophenyl)methoxy]-4-[(piperidin-1-yl)carbonyl]quinoline-2-carboxylic acid ClC1=CC=C(C=C1)COC=1C=C2C(=CC(=NC2=CC1)C(=O)O)C(=O)N1CCCCC1